ClC1=C(C=C2C=C(N=CC2=C1)NC(=O)[C@@H]1[C@H](C1)C1=NC=CC=C1)C1CCN(CC1)[C@]1(COC[C@H]1F)C (1S,2S)-N-(7-chloro-6-(1-((3S,4S)-4-fluoro-3-methyltetrahydrofuran-3-yl)piperidin-4-yl)isoquinolin-3-yl)-2-(pyridin-2-yl)cyclopropane-1-carboxamide